N1=C(C=CC=C1)C1=C(C(=O)O)C=CC=C1 2-(pyridin-2-yl)benzoic acid